ClC=1C=C2C(=NC=NC2=CC1C1=C(C=CC(=C1)F)O)N1CCN(CC1)C(C=C)=O 1-(4-(6-chloro-7-(5-fluoro-2-hydroxyphenyl)quinazolin-4-yl)piperazin-1-yl)prop-2-en-1-one